4-(1-ethyl-3-(4-fluorophenyl)-1H-pyrazol-4-yl)-7-methoxyquinazolin-6-amine C(C)N1N=C(C(=C1)C1=NC=NC2=CC(=C(C=C12)N)OC)C1=CC=C(C=C1)F